C(C)(C)(C)OC(=O)N(C(=O)OC(C)(C)C)CC1=C(C=NN(C1=O)CC(=O)OCC)Cl ethyl 2-[5-[[bis(tert-butoxycarbonyl)amino]methyl]-4-chloro-6-oxo-pyridazin-1-yl]acetate